N-(1-(pyridin-2-yl)cyclopropyl)-5-(4-(trifluoromethyl)phenoxy)-2-naphthamide N1=C(C=CC=C1)C1(CC1)NC(=O)C1=CC2=CC=CC(=C2C=C1)OC1=CC=C(C=C1)C(F)(F)F